N[C@@H](C(=O)N[C@H](C(=O)N[C@@H](CC1=CNC2=CC=CC=C12)C1=NC(=NO1)CC1=CC=CC=C1)CC1=C(C=C(C=C1C)O)C)CCCNC(=N)N (R)-2-amino-N-((S)-1-(((S)-1-(3-benzyl-1,2,4-oxadiazol-5-yl)-2-(1H-indol-3-yl)ethyl)amino)-3-(4-hydroxy-2,6-dimethylphenyl)-1-oxopropan-2-yl)-5-guanidino-valeramide